BrC1=NC=CC(=C1)N1C=CC=2C(N(CCC21)C(=O)OC(C)(C)C)=O tert-butyl 1-(2-bromopyridin-4-yl)-4-oxo-1,4,6,7-tetrahydro-5H-pyrrolo[3,2-c]pyridine-5-carboxylate